Hexacosylamin C(CCCCCCCCCCCCCCCCCCCCCCCCC)N